O=C1NC(CC[C@H]1N1C(C2=CC=C(C=C2C1)O[C@H]1[C@@H](CCCC1)NCC1CC(C1)(C#N)C)=O)=O (1R,3R)-3-((((1R,2R)-2-((2-(2,6-dioxopiperidin-3-yl)-1-oxoisoindolin-5-yl)oxy)cyclohexyl)amino)methyl)-1-methylcyclobutane-1-carbonitrile